C1(CC1)C1=C(C=C(C(=O)OC)C=C1)S(NC1=C(C=CC(=C1)S(=O)(=O)C)C=1SC(=CC1)C)(=O)=O methyl 4-cyclopropyl-3-(N-(5-(methylsulfonyl)-2-(5-methylthiophen-2-yl)phenyl)sulfamoyl)benzoate